C(C)OC(CC(C1=NC=CC=C1)N)=O 3-amino-3-(pyridin-2-yl)propionic acid ethyl ester